C1(NNC2=NC=CC=C12)=O triazaindanone